(R or S)-6-(amino(3-chloro-4-fluorophenyl)methyl)picolinonitrile N[C@@H](C1=CC=CC(=N1)C#N)C1=CC(=C(C=C1)F)Cl |o1:1|